3-((4-(5-(chlorodifluoromethyl)-1,2,4-oxadiazol-3-yl)benzyl)amino)-4-(oxazol-4-ylamino)cyclobut-3-ene-1,2-dione ClC(C1=NC(=NO1)C1=CC=C(CNC=2C(C(C2NC=2N=COC2)=O)=O)C=C1)(F)F